CC1=CN=CC(=N1)[C@@H]1N(OCC1)C(=O)OC(C)(C)C Tert-butyl (3R)-3-(6-methylpyrazin-2-yl)isoxazolidine-2-carboxylate